4-methyl-2-(morpholin-4-yl)-1,3-oxazole CC=1N=C(OC1)N1CCOCC1